(2R,3R,4R,5S)-1-(4-(cyclopropylmethoxy)-2,6-difluorophenethyl)-2-(hydroxymethyl)piperidine-3,4,5-triol C1(CC1)COC1=CC(=C(CCN2[C@@H]([C@H]([C@@H]([C@H](C2)O)O)O)CO)C(=C1)F)F